BrC1=CC(=CC2=C1N=NN2C/C(=C/CNC(=O)OC(C)(C)C)/F)C(=O)OC Methyl 7-bromo-3-[(Z)-4-(tert-butoxycarbonylamino)-2-fluoro-but-2-enyl]benzotriazol-5-carboxylate